trans-tert-butyl 3-((5-fluoropyrimidin-2-yl)thio)-4-((4-(trifluoromethyl)benzyl)oxy)pyrrolidine-1-carboxylate FC=1C=NC(=NC1)S[C@@H]1CN(C[C@H]1OCC1=CC=C(C=C1)C(F)(F)F)C(=O)OC(C)(C)C